C[Si]1(CC(CC1)NC1=NC(=NC=C1C1(CC1)C(=O)OCC)SC)C ethyl 1-(4-((1,1-dimethylsilolan-3-yl)amino)-2-(methylthio)pyrimidin-5-yl)cyclopropane-1-carboxylate